2-(2,6-Dioxo-3-piperidyl)-4-[3-[2-[2-(methylamino)ethoxy]ethoxy]propyl]isoindoline-1,3-dione O=C1NC(CCC1N1C(C2=CC=CC(=C2C1=O)CCCOCCOCCNC)=O)=O